2-(2-((3R,4S)-3,4-difluoropyrrolidin-1-yl)-5-ethyl-7-oxo-6-(piperazin-1-yl)-[1,2,4]triazolo[1,5-a]pyrimidin-4(7H)-yl)-N-(2-methyl-4-(trifluoromethyl)phenyl)acetamide F[C@@H]1CN(C[C@@H]1F)C1=NN2C(N(C(=C(C2=O)N2CCNCC2)CC)CC(=O)NC2=C(C=C(C=C2)C(F)(F)F)C)=N1